(3,3-Dimethylazetidin-1-yl)pyrazolo[1,5-a]pyrimidine-3-carboxylic acid CC1(CN(C1)C1=NN2C(N=CC=C2)=C1C(=O)O)C